[6-Methyl-5-[5-[2-[(1-methylsulfonylpiperidin-4-yl)amino]-5-(trifluoromethyl)pyrimidin-4-yl]-1,3-thiazol-2-yl]pyridin-2-yl]methanol CC1=C(C=CC(=N1)CO)C=1SC(=CN1)C1=NC(=NC=C1C(F)(F)F)NC1CCN(CC1)S(=O)(=O)C